4-(3-isopropyl-1,2,4-oxadiazol-5-yl)piperidine HCl salt Cl.C(C)(C)C1=NOC(=N1)C1CCNCC1